N-{3-[(2-cyclopropyl-4-{[imidazolidin-2-ylidene]carbamoyl}phenyl)amino]phenyl}-3-methyloxetane-3-carboxamide C1(CC1)C1=C(C=CC(=C1)C(N=C1NCCN1)=O)NC=1C=C(C=CC1)NC(=O)C1(COC1)C